N=1CCCN2C1CCCCC2 2,3,4,6,7,8,9,10-octahydropyrimido[1,2-a]azepin